[4-Fluoro-3-(7-morpholin-4-yl-quinazolin-4-yl)-phenyl]-[1,2,4]-triazolo[4,3-a]pyridin-3-ylmethanol FC1=C(C=C(C=C1)C(O)C1=NN=C2N1C=CC=C2)C2=NC=NC1=CC(=CC=C21)N2CCOCC2